C(C)N1\C(\CC2=CC(=CC=C12)S(=O)(=O)O)=C/C=C/C=C/C=C/C1=[NH+]C2=CC=C(C=C2C1)S(=O)(=O)[O-] 2-[(1E,3E,5E,7Z)-7-(1-ethyl-5-sulfo-1,3-dihydro-2H-indol-2-ylidene)hepta-1,3,5-trien-1-yl]-3H-indolium-5-sulfonate